2-[[4-(1,3-benzothiazol-2-yl)piperazin-1-yl]methyl]benzoic acid S1C(=NC2=C1C=CC=C2)N2CCN(CC2)CC2=C(C(=O)O)C=CC=C2